CC1=C(C=C(C=C1O)C=CCCCCCCCCC=CCCC)O 2-Methyl-5-pentadeca-1,11-dienylbenzene-1,3-diol